trans-6-bromo-2,2-difluoro-1,2,3,4-tetrahydro-2aH-cyclopenta[cd]indene BrC=1C=C2C=3C(C(CC3C1)(F)F)CC2